N-((4-(((2-(2,6-dioxopiperidin-3-yl)-1-oxoisoindolin-4-yl)thio)methyl)thiazol-2-yl)methyl)adamantane-1-carboxamide O=C1NC(CCC1N1C(C2=CC=CC(=C2C1)SCC=1N=C(SC1)CNC(=O)C12CC3CC(CC(C1)C3)C2)=O)=O